(S)-4-((2-((6-methylpyridin-3-yl)oxy)ethyl)(4-(5,6,7,8-tetrahydro-1,8-naphthyridin-2-yl)butyl)amino)-2-((5-methylpyrimidin-2-yl)amino)butanoic acid CC1=CC=C(C=N1)OCCN(CC[C@@H](C(=O)O)NC1=NC=C(C=N1)C)CCCCC1=NC=2NCCCC2C=C1